N-(benzo[b]thiophen-7-ylmethyl)-3-(1H-imidazol-2-yl)pyridin-2-amine S1C2=C(C=C1)C=CC=C2CNC2=NC=CC=C2C=2NC=CN2